OC1=C(C=C(C=C1)OCC1=NC=C(C=C1)OC)NC(=O)C=1C=NN(C1)C N-{2-hydroxy-5-[(5-methoxypyridin-2-yl)methoxy]phenyl}-1-methyl-1H-pyrazole-4-carboxamide